isopropyl (2R,5S)-4-[2-[(6-amino-5-cyclopropyl-3-pyridyl)amino]-2-oxo-acetyl]-5-(4-fluorophenyl)-2-methyl-piperazine-1-carboxylate NC1=C(C=C(C=N1)NC(C(=O)N1C[C@H](N(C[C@@H]1C1=CC=C(C=C1)F)C(=O)OC(C)C)C)=O)C1CC1